(R)-6-(2,6-dioxopiperidin-3-yl)-2-(piperidin-4-ylmethyl)-5H-oxazolo[4,5-f]isoindole-5,7(6H)-dione O=C1NC(CC[C@H]1N1C(C2=CC3=C(C=C2C1=O)N=C(O3)CC3CCNCC3)=O)=O